BrC1=CC(=C(C=C1OC)N1N=CC=C1)I 1-(4-bromo-2-iodo-5-methoxyphenyl)pyrazole